4-aminocyclohexanone NC1CCC(CC1)=O